[C@H]12C(CC[C@H](C1(C)C)C2)=C (-)-beta-Pinen